methyl 2-(tert-butyl)oxazolidine-4-carboxylate C(C)(C)(C)C1OCC(N1)C(=O)OC